tert-Butyl 4-[2-(4,7,9-trioxo-3,8-diazaspiro[5.6]dodecan-3-yl)acetyl]piperazine-1-carboxylate O=C1N(CCC2(C1)C(NC(CCC2)=O)=O)CC(=O)N2CCN(CC2)C(=O)OC(C)(C)C